CN1N=C2C=CC(=CC2=C1C=1N(N=CC1)C)B1OC(C(O1)(C)C)(C)C 2-methyl-3-(2-methylpyrazol-3-yl)-5-(4,4,5,5-tetramethyl-1,3,2-Dioxaborolan-2-yl)indazole